5,6-diphenylpyrazin C1(=CC=CC=C1)C=1N=CC=NC1C1=CC=CC=C1